C(C1=CC=CC=C1)OC(=O)N1C2C(C(C1)(F)F)CC(C2)C(=O)O (cis)-1-((benzyloxy)carbonyl)-3,3-difluorooctahydro-cyclopenta[b]pyrrole-5-carboxylic acid